(AMINOETHYLAMINO)-3-isobutyldimethylmethoxysilane COC1=C(C=C(C=C1)Br)S(=O)(=O)N2CCCCC2